COC=1C=C(C=CC1OC)C=1NC2=CC=C(C=C2C1C(C)C)C=1OC(=NN1)C[C@@H]1NCCCC1 (R)-2-(2-(3,4-dimethoxyphenyl)-3-isopropyl-1H-indol-5-yl)-5-(piperidin-2-ylmethyl)-1,3,4-oxadiazole